N-(6-(5-chloro-7-(6,6-difluoro-2-azaspiro[3.3]heptan-2-yl)-6-fluoro-1H-indazol-4-yl)imidazo[1,2-a]pyrazin-2-yl)-2-fluorocyclopropane-1-carboxamide ClC=1C(=C2C=NNC2=C(C1F)N1CC2(C1)CC(C2)(F)F)C=2N=CC=1N(C2)C=C(N1)NC(=O)C1C(C1)F